4-(ethoxycarbonyl)-2-methyl-2-phenylpentanedioic acid C(C)OC(=O)C(CC(C(=O)O)(C1=CC=CC=C1)C)C(=O)O